[Si](C)(C)(C(C)(C)C)OCCCNC1=C(C=C(C=C1)C=1C=NC=CC1)[N+](=O)[O-] (3-{[tert-butyl(dimethyl)silyl]oxy}propyl)-2-nitro-4-(pyridin-3-yl)aniline